6-(pentanoyl)amino-3-(phenethyl)aminomethyl-1,2,3,4-tetrahydro-9H-carbazole hydrochloride Cl.C(CCCC)(=O)NC=1C=C2C=3CC(CCC3NC2=CC1)CNCCC1=CC=CC=C1